C[C@@]12[C@](C[C@@H](O1)N3C4=CC=CC=C4C5=C6C(=C7C8=CC=CC=C8N2C7=C53)CN(C6=O)C)(C(=O)OC)OC The molecule is an organic heterooctacyclic compound that is 1H,1'H-2,2'-biindole in which the nitrogens have undergone formal oxidative coupling to positions 2 and 5 of methyl (3R)-3-methoxy-2-methyltetrahydrofuran-3-carboxylate (the 2S,3R,5R product), and in which the 3 and 3' positions of the biindole moiety have also undergone formal oxidative coupling to positions 3 and 4 of 1-methyl-1,5-dihydro-2H-pyrrol-2-one. It has a role as an EC 2.7.11.12 (cGMP-dependent protein kinase) inhibitor. It is a gamma-lactam, an organic heterooctacyclic compound, a methyl ester, a hemiaminal and an indolocarbazole.